3-chloro-5-(8-fluoro-2-(((2R,7aS)-2-fluorotetrahydro-1H-pyrrolizin-7a(5H)-yl)methoxy)-4-((S)-3-methylmorpholino)pyrido[4,3-d]pyrimidin-7-yl)-4-(trifluoromethyl)aniline ClC=1C=C(N)C=C(C1C(F)(F)F)C1=C(C=2N=C(N=C(C2C=N1)N1[C@H](COCC1)C)OC[C@]12CCCN2C[C@@H](C1)F)F